(2S)-2-Amino-1-[2-{(2E)-2-[(3-methylphenyl)methylidene]hydrazinyl}-4-(morpholin-4-yl)-5,7-dihydro-6H-pyrrolo[3,4-d]pyrimidin-6-yl]butan-1-one N[C@H](C(=O)N1CC=2N=C(N=C(C2C1)N1CCOCC1)N/N=C/C1=CC(=CC=C1)C)CC